FC=1C=C(C=CC1)C1=NN(C2=CC(=CC=C12)C(=O)N1CCC(CC1)N1C(C2=CC=CC=C2C1)=O)C 2-(1-(3-(3-fluorophenyl)-1-methyl-1H-indazole-6-carbonyl)piperidin-4-yl)isoindolin-1-one